C[C@@H]1CN(C[C@@H](N1)C)C=1N=NC(=CN1)C1=C(C=C(C=C1)C1=CC2=NC(=CC=C2O1)C)O 2-{3-[(3R,5S)-3,5-dimethylpiperazin-1-yl]-1,2,4-triazin-6-yl}-5-(5-methylfuro[3,2-b]pyridin-2-yl)phenol